NC1=NC=NC=2N(C3=C(C=C(C=C3C21)Br)C)CC(=O)OCCCC butyl 2-(4-amino-6-bromo-8-methyl-9H-pyrimido[4,5-b]indol-9-yl)acetate